[SiH3]C1CC(CC(C1)[SiH3])[SiH3] 1,3,5-trisilylcyclohexane